ditertiary-butyl phthalate C(C=1C(C(=O)OC(C)(C)C)=CC=CC1)(=O)OC(C)(C)C